3-(2-bromoethyl)cyclohexan-1-one BrCCC1CC(CCC1)=O